{4-[(S and R)-(3-Bromophenyl)(methoxy)methyl]-2-thienyl}[4-({(1R,3R,4S)-3-(hydroxymethyl)-4-[(triisopropylsilyl)oxy]cyclopentyl}amino)pyrimidin-5-yl]methanone BrC=1C=C(C=CC1)[C@@H](C=1C=C(SC1)C(=O)C=1C(=NC=NC1)N[C@@H]1C[C@@H]([C@H](C1)O[Si](C(C)C)(C(C)C)C(C)C)CO)OC |&1:7|